N-{3-fluoro-4-[6-methoxy-7-(3-morpholinopropoxy)quinolin-4-yloxy]phenyl}-3-oxo-4-(4-methoxyphenyl)-3,4-dihydropyrazine-2-carboxamide FC=1C=C(C=CC1OC1=CC=NC2=CC(=C(C=C12)OC)OCCCN1CCOCC1)NC(=O)C1=NC=CN(C1=O)C1=CC=C(C=C1)OC